FC(C1=CC=C(C=C1)C1=NN=C(S1)N)(F)F 5-(4-trifluoromethylphenyl)-1,3,4-thiadiazol-2-amine